(1-((2r,4r,5r)-3,3-difluoro-4-hydroxy-5-(hydroxymethyl)tetrahydrofuran-2-yl)-2-oxo-1,2-dihydropyrimidin-4-yl)-5-methoxypyridinecarboxamide FC1([C@@H](O[C@@H]([C@H]1O)CO)N1C(N=C(C=C1)C=1C(=NC=C(C1)OC)C(=O)N)=O)F